4-(4-aminopiperidin-1-yl)-6-(2-hydroxy-2-methylpropyloxy)pyrazolo[1,5-a]pyridine-3-carbonitrile hydrochloride Cl.NC1CCN(CC1)C=1C=2N(C=C(C1)OCC(C)(C)O)N=CC2C#N